(E)-3-(3-cyclopropyl-1H-indazol-6-yl)-N-(2,3-dihydro-1H-inden-1-yl)acrylamide C1(CC1)C1=NNC2=CC(=CC=C12)/C=C/C(=O)NC1CCC2=CC=CC=C12